FC(C(=O)O)(F)F.COC=1C=C(C=NC1)C1=CC(=NC=C1)C=1NC(=CN1)C1=CC=C(C=C1)S(=O)(=O)N(C)C 4-(2-(5-Methoxy-3,4'-bipyridin-2'-yl)-1H-imidazol-5-yl)-N,N-dimethylbenzenesulfonamide trifluoroacetate salt